C(C1=CC=CC=C1)(=O)N1CCC2(CCN(C2=O)CC2=C(C=CC=C2)F)CC1 8-benzoyl-2-(2-fluorobenzyl)-2,8-diazaspiro[4.5]decan-1-one